NC(=O)C1=CC(=CC2=CN(N=C12)CCC(=O)[O-])F {2-[7-(aminocarbonyl)-5-fluoro-2H-indazole-2-yl]ethyl}carboxylate